COC(=O)C=1NC(C=C(C1)F)=O 4-fluoro-6-oxo-1,6-dihydropyridine-2-carboxylic acid methyl ester